(6S,8S)-N-(5-chloro-6-(2H-1,2,3-triazol-2-yl)pyridin-3-yl)-2-fluoro-8-methyl-8-(1-(trifluoromethyl)-1H-pyrazol-4-yl)-7,8-dihydro-6H-cyclopenta[e]pyrazolo[1,5-a]pyrimidine-6-carboxamide ClC=1C=C(C=NC1N1N=CC=N1)NC(=O)[C@H]1C[C@](C2=C1C=NC=1N2N=C(C1)F)(C=1C=NN(C1)C(F)(F)F)C